CN1CC[C@H]2[C@@H]1CN(CC2)C2=C(C=NC=1NC3=C(C=C(C=C3C12)F)NC)C=1C=C2C(C(=CN(C2=NC1)C)C(=O)O)=O 6-[4-[(3aR,7aR)-1-methyl-3,3a,4,5,7,7a-hexahydro-2H-pyrrolo[2,3-c]pyridin-6-yl]-6-fluoro-8-(methylamino)-9H-pyrido[2,3-b]indol-3-yl]-1-methyl-4-oxo-1,8-naphthyridine-3-carboxylic acid